((((3-bromophenyl)(phenyl)methyl)thio)methyl)thiazole BrC=1C=C(C=CC1)C(SCC=1SC=CN1)C1=CC=CC=C1